FC1=C(C=C(C=C1)OC(F)(F)F)NC(=O)OCC1=CC(=CC=2CCOC21)C(=O)O 7-((((2-fluoro-5-(trifluoromethoxy)phenyl)carbamoyl)oxy)methyl)-2,3-dihydrobenzofuran-5-carboxylic acid